4-[4-(cyclopropanecarbonylamino)-2-pyrrolidin-1-ylbenzoyl]-3-(4-methylphenyl)piperazine-1-carboxylate C1(CC1)C(=O)NC1=CC(=C(C(=O)N2C(CN(CC2)C(=O)[O-])C2=CC=C(C=C2)C)C=C1)N1CCCC1